4-Methoxy-N-((6-phenylpyridin-3-yl)methyl)-6-(1H-pyrazol-1-yl)nicotinamide COC1=CC(=NC=C1C(=O)NCC=1C=NC(=CC1)C1=CC=CC=C1)N1N=CC=C1